O=C1NC(CCC1N1C(C2=CC=CC(=C2C1)OCCCCC(=O)NC1=CC(=CC=C1)C1=CC=2[C@H]3[C@@H]([C@@H](NC2C=C1)CO)CCN3S(=O)(=O)C3=CC=C(C)C=C3)=O)=O 5-((2-(2,6-dioxopiperidin-3-yl)-1-oxoisoindolin-4-yl)oxy)-N-(3-((3aR,4R,9bR)-4-(hydroxymethyl)-1-tosyl-2,3,3a,4,5,9b-hexahydro-1H-pyrrolo[3,2-c]quinolin-8-yl)phenyl)pentanamide